[3-(2,2,2-trifluoro-1,1-dimethyl-ethyl)-1H-1,2,4-triazol-5-yl]methanamine FC(C(C)(C)C1=NNC(=N1)CN)(F)F